(E)-2-cyano-3-(1-(3,4-difluorobenzyl)-1H-indol-3-yl)acrylic acid C(#N)/C(/C(=O)O)=C\C1=CN(C2=CC=CC=C12)CC1=CC(=C(C=C1)F)F